5-(2-((1-(1H-tetrazol-5-yl)cyclopentyl)amino)-2-oxoacetyl)-N-(4-fluoro-3-methylphenyl)-1,2,4-trimethyl-1H-pyrrole-3-carboxamide N1N=NN=C1C1(CCCC1)NC(C(=O)C1=C(C(=C(N1C)C)C(=O)NC1=CC(=C(C=C1)F)C)C)=O